4-(tetrahydro-2H-thiopyran-4-yl)piperazin-2-one S1CCC(CC1)N1CC(NCC1)=O